1-Ethyl-3-methylimidazolium trifluoromethansulfonate FC(S(=O)(=O)[O-])(F)F.C(C)N1C=[N+](C=C1)C